3,3-dimethyl-2-benzofuran CC1(OCC2=C1C=CC=C2)C